C(C)OC(=C)C=1N=C2N(C=CC=C2)C1 (1-ethoxyvinyl)imidazo[1,2-a]pyridine